N,5-dimethylpyrazine-2-carboxamide CNC(=O)C1=NC=C(N=C1)C